P(=O)(OCCCOC(C(=C)C)=O)(OCCCOC(C(=C)C)=O)[O-] di(methacryloyloxypropyl) phosphate